(Z)-1-(2-fluoro-4-(1-(4-methoxyphenyl)-1H-1,2,4-triazol-3-yl)phenyl)-3-(3-(2-isopropyl-5-methoxyphenyl)-4-oxothiazolidin-2-ylidene)urea FC1=C(C=CC(=C1)C1=NN(C=N1)C1=CC=C(C=C1)OC)NC(=O)\N=C\1/SCC(N1C1=C(C=CC(=C1)OC)C(C)C)=O